COC(=O)[C@@H]1OC(O[C@H]1C1=C(C=CC=C1)C)C1=CC=CC=C1 (4R,5S)-methyl-5-(2-methylphenyl)-2-phenyl-1,3-dioxolane-4-carboxylate